(3-bromo-2-methylphenyl)-7-chlorobenzo[d]Azole-5-carbaldehyde BrC=1C(=C(C=CC1)C1=NC=2C(=C1)CC(=CC2Cl)C=O)C